C1(CC1)COC=1C=CC(=C(C1)CNC(=O)C=1C(=NC=C(C1)C=1C=CC=2N(N1)C=C(N2)NC(C)=O)C)F N-{[5-(cyclopropylmethoxy)-2-fluorophenyl]methyl}-5-{2-acetamidoimidazo[1,2-b]pyridazin-6-yl}-2-methylpyridine-3-carboxamide